2-bis(p-cyanophenyl)methyl-4,6-dimethylaniline C(#N)C1=CC=C(C=C1)C(C1=C(N)C(=CC(=C1)C)C)C1=CC=C(C=C1)C#N